COC1=CC=C(C=C1)C1=C(NC=2N(C1=O)N=C(C2C2=CC=CC=C2)C2=CC=CC=C2)C(=O)N 6-(4-methoxyphenyl)-7-oxo-2,3-diphenyl-4,7-dihydropyrazolo[1,5-a]pyrimidine-5-carboxamide